ClC1=NCN(C=C1)C(=O)C1=CC(=CS1)C1N(CCC2=CC=CC=C12)C(=O)OC(C)(C)C tert-Butyl 1-{5-[(4-chloropyrimidin-1-yl)carbonyl]-3-thienyl}-3,4-dihydroisoquinoline-2(1H)-carboxylate